N-methyl-1-(3-pyridylsulfonyl)-2-bromo-1H-pyrrole-3-carboxamide CNC(=O)C1=C(N(C=C1)S(=O)(=O)C=1C=NC=CC1)Br